BrC1=C(C(=CC(=C1)[N+](=O)[O-])C)C 1-bromo-2,3-dimethyl-5-nitrobenzene